C(=O)OC(C)(CCCC(C=C)C)C 2,6-dimethyl-7-octen-2-ol formate